(2S)-2-amino-3-[(tert-butoxycarbonyl)amino]propanoic acid N[C@H](C(=O)O)CNC(=O)OC(C)(C)C